(1-(4-cyano-2-fluorophenyl)-2-methyl-1H-imidazol-4-yl)-2-((1-(methylsulfonyl)piperidin-4-yl)amino)pyrimidine-5-carbonitrile C(#N)C1=CC(=C(C=C1)N1C(=NC(=C1)C1=NC(=NC=C1C#N)NC1CCN(CC1)S(=O)(=O)C)C)F